OC[C@H](C1=CC=CC=C1)NC1=NC(=NC=C1C1=NC(=NO1)C(C)(C)O)NC=1C=C2C(N(C(C2=CC1)=O)CCC)(C)C (S)-5-((4-((2-hydroxy-1-phenylethyl)amino)-5-(3-(2-hydroxypropan-2-yl)-1,2,4-oxadiazol-5-yl)pyrimidin-2-yl)amino)-3,3-dimethyl-2-propylisoindolin-1-one